C12C(C(C(C=C1)CC2)=O)=O bicyclo[2.2.2]oct-5-ene-2,3-dione